ClC1=C(C(=CC=C1)F)C1NCC2NNC(N2C2SC3CCCC3C12)C 9-(2-chloro-6-fluoro-phenyl)-3-methyl-16-thia-2,4,5,8-tetraazatetracyclo[8.6.0.02,6.011,15]hexadecan